CN1N=C2C=CC(=CC2=C1)N1C=NC2=C(C1=O)N=C(S2)N2CCN(CC2)C 6-(2-methyl-2H-indazol-5-yl)-2-(4-methylpiperazin-1-yl)thiazolo[5,4-d]pyrimidin-7(6H)-one